(E)-4-(2,3-dimethylphenyl)-2,4,7-trimethylocta-2,6-dienal CC1=C(C=CC=C1C)C(/C=C(/C=O)\C)(CC=C(C)C)C